2-thiazolinedione S1C=NC(C1=O)=O